[Si](C)(C)(C(C)(C)C)OC=1C(=C(C(=CC1)C)NC(=O)C=1C(=NC(=NC1)Cl)Cl)C N-(3-((tert-butyldimethylsilyl)oxy)-2,6-dimethylphenyl)-2,4-dichloropyrimidine-5-carboxamide